N-((5-chloro-6-(thiazol-4-ylmethoxy)-1H-indol-2-yl)methyl)cyclopentanecarboxamide ClC=1C=C2C=C(NC2=CC1OCC=1N=CSC1)CNC(=O)C1CCCC1